4-aminopyrido[3,2-d]pyrimidine-8-carboxylic acid NC=1C2=C(N=CN1)C(=CC=N2)C(=O)O